rac-(R)-1-(4-(2,6-dioxopiperidin-3-yl)phenyl)piperidine-4-carbaldehyde O=C1NC(CC[C@@H]1C1=CC=C(C=C1)N1CCC(CC1)C=O)=O |r|